(2-methylphenyl)(7-nitro-9,9-dipropyl-9H-fluoren-2-yl)-ethanone CC1=C(C=CC=C1)CC(=O)C1=CC=2C(C3=CC(=CC=C3C2C=C1)[N+](=O)[O-])(CCC)CCC